5-[[3-chloro-2-(4,4-dimethyl-1-piperidyl)phenyl]methylsulfonyl]-N,N-dimethyl-thiophene-2-sulfonamide ClC=1C(=C(C=CC1)CS(=O)(=O)C1=CC=C(S1)S(=O)(=O)N(C)C)N1CCC(CC1)(C)C